methyl 5-[5-(2-{1-[(2-amino-5-bromophenyl) amino]-3-azabicyclo[3.2.2]nonan-3-yl} ethoxy)-1-methylpyrazol-4-yl]-1-methyl-6-oxopyridine-3-carboxylate NC1=C(C=C(C=C1)Br)NC12CN(CC(CC1)CC2)CCOC2=C(C=NN2C)C2=CC(=CN(C2=O)C)C(=O)OC